5α-Cholestan-3-one CC(C)CCC[C@@H](C)[C@H]1CC[C@H]2[C@@H]3CC[C@H]4CC(CC[C@]4(C)[C@H]3CC[C@]12C)=O